BrC=1C=C2C(=NN(C(C2=CC1)=O)CC(=O)OC)I methyl 2-(6-bromo-4-iodo-1-oxophthalazin-2(1H)-yl)acetate